CC(C(CC)C(C(C(C(=O)[O-])(C(CC)C(CC)(C)C)C(CC)C(CC)(C)C)(O)C(=O)[O-])C(=O)[O-])(CC)C Tri(4,4-dimethyl-3-hexyl)citrat